dimethyl(pentafluorophenyl)(3-(pentafluoro-phenyl)propyl)silane C[Si](CCCC1=C(C(=C(C(=C1F)F)F)F)F)(C1=C(C(=C(C(=C1F)F)F)F)F)C